5-methyl-2-[5-Methyl-2-[[5-(2-methyl-2,7-diazaspiro[3.5]nonan-7-yl)pyridin-2-yl]amino]pyrimidin-4-yl]spiro[6H-thieno[3,2-c]pyridine-7,1'-cyclopropane]-4-one CN1C(C2=C(SC(=C2)C2=NC(=NC=C2C)NC2=NC=C(C=C2)N2CCC3(CN(C3)C)CC2)C2(CC2)C1)=O